(2-((2R,3S,4S,5S)-6-((9H-fluoren-2-yl)oxy)-3,4,5-trihydroxytetrahydro-2H-pyran-2-yl)ethyl)(2,6-difluorobenzyl)phosphinic acid C1=C(C=CC=2C3=CC=CC=C3CC12)OC1[C@H]([C@H]([C@@H]([C@H](O1)CCP(O)(=O)CC1=C(C=CC=C1F)F)O)O)O